C(#C)C=1C=C(C=C2NC(C(=NC12)C)=O)CN1CCN(CC1)C=1C(=NC(=CC1)F)C(=O)NC (4-((8-ethynyl-2-methyl-3-oxo-3,4-dihydroquinoxalin-6-yl)methyl)piperazin-1-yl)-6-fluoro-N-methylpyridinecarboxamide